tert-butyl 4-(8-bromo-4-methyl-3-oxo-7-(phenylsulfonyl)-1,3,4,7-tetrahydro-2H-pyrrolo[3',2':5,6]pyrido[3,4-d]pyrimidin-2-yl)benzoate BrC1=CC2=C(N=CC=3N(C(N(CC32)C3=CC=C(C(=O)OC(C)(C)C)C=C3)=O)C)N1S(=O)(=O)C1=CC=CC=C1